OC([C@@]12CC(CN2C(CC1)=O)=C)([2H])[2H] (S)-7a-(hydroxymethyl-d2)-6-methylenehexahydro-3H-pyrrolizin-3-one